ClC(CCCOC=1C=CC=C(C(=O)N[C@@H](CCCCN)C(=O)O)C1)C 5-(4-chloropentyloxy)benzoyl-L-lysine